N-(3-chloro-4-fluorophenyl)-7'-fluoro-2,5-dioxo-2',3'-dihydrospiro[imidazolidine-4,1'-indene]-4'-carboxamide ClC=1C=C(C=CC1F)NC(=O)C=1C=2CCC3(C2C(=CC1)F)NC(NC3=O)=O